C(C)C1=C(C(=NC(=C1C(=O)O)C)C)C=1C=CC=2N(N1)C=C(N2)NC(C)=O ethyl-5-(2-acetamidoimidazo[1,2-b]pyridazin-6-yl)-2,6-dimethylnicotinic acid